CN1CNC2=NC=NC=C12 7-methyl-7,9-dihydro-8H-purin